methyl 2-(2,4-difluorophenyl)-2-fluoropropanoate FC1=C(C=CC(=C1)F)C(C(=O)OC)(C)F